Butylidenebis(methyl-butylphenol) C(CCC)(C1=C(C=CC(=C1CCCC)C)O)C1=C(C=CC(=C1CCCC)C)O